NCCNC(CCCC1(/C(/N(C2=CC=C(C=C12)S(=O)(=O)[O-])CCCS(=O)(=O)[O-])=C/C=C/C1=[O+]C2=CC(=CC=C2C(=C1C)C1=CC=CC=C1)N(CC)CC)C)=O (2Z)-3-[4-(2-aminoethylamino)-4-oxo-butyl]-2-[(E)-3-[7-(diethylamino)-3-methyl-4-phenyl-chromenylium-2-yl]prop-2-enylidene]-3-methyl-1-(3-sulphonatopropyl)indoline-5-sulphonate